N[C@@H](C)C(=O)[NH-] L-alanyl-amide